ClC1=C(C(=CC=C1Cl)F)[C@]1(CN(CC1)C(C=C)=O)NC=1C=CC2=C(N(N=C2C1)CCO)C 1-[(3R)-3-(2,3-Dichloro-6-fluorophenyl)-3-{[2-(2-hydroxyethyl)-3-methylindazol-6-yl]amino}pyrrolidin-1-yl]prop-2-en-1-one